C(C)(C)(C)PC(C)(C)C di-tert.-butylphosphin